COCOC1=CC=C2C3=C(C(OC2=C1)=O)C=C(C=C3)C=O 3-(methoxymethoxy)-6-oxo-6H-benzo[c]chromene-8-carbaldehyde